[Na+].C(C(=C)CC(=O)[O-])(=O)[O-].[Na+] sodium itaconate, sodium salt